FC(C(=O)[O-])(F)F.C(CCC)[NH+]1CCCC1 butylpyrrolidinium trifluoroacetate